(3-chloroanilino)-2'-(4-methylbenzene-1-sulfonyl)-2',3'-dihydrospiro[cyclohexane-1,1'-isoindole]-4-carboxylic acid ClC=1C=C(NC2N(C3(C4=CC=CC=C24)CCC(CC3)C(=O)O)S(=O)(=O)C3=CC=C(C=C3)C)C=CC1